5-[2-fluoro-4-[3-(3-oxomorpholin-4-yl)propoxy]phenoxy]imidazo[1,5-a]pyridine-7-carboxamide FC1=C(OC2=CC(=CC=3N2C=NC3)C(=O)N)C=CC(=C1)OCCCN1C(COCC1)=O